(2R,6R)-4-((R)-1-(6-chloro-3-fluoropyridin-2-yl)-3-methoxypropyl)-1-isobutyryl-6-methyl-N-(4-(pyrimidin-2-yl)benzyl)piperazine-2-carboxamide ClC1=CC=C(C(=N1)[C@@H](CCOC)N1C[C@@H](N([C@@H](C1)C)C(C(C)C)=O)C(=O)NCC1=CC=C(C=C1)C1=NC=CC=N1)F